C[Si](C)(C)C#CC1(CNCCOC1)O 6-((trimethylsilyl)ethynyl)-1,4-oxazepan-6-ol